(4-thiazol-2-ylanilino)pyrazin S1C(=NC=C1)C1=CC=C(NC2=NC=CN=C2)C=C1